N1(C=NC=C1)C=1N=C(C2=C(N1)C=CS2)C(=O)NC2CCC(CC2)NCC(F)(F)F 2-(1H-imidazol-1-yl)-N-((1r,4r)-4-(2,2,2-trifluoroethylamino)cyclohexyl)thieno[3,2-d]pyrimidine-4-carboxamide